FC1=C(C=CC=C1F)CN1C(CCC1=O)C(C(=O)O)C 2-[1-[(2,3-difluorophenyl)methyl]-5-oxopyrrolidin-2-yl]propionic acid